N-(2-(2,6-dioxopiperidin-3-yl)-1-oxoisoindol-4-yl)hexanamide O=C1NC(CCC1N1C(C2=CC=CC(=C2C1)NC(CCCCC)=O)=O)=O